ClC1=C(C=CC=C1)N1C(=NN=C1C1=NC=NC=C1)C1CC(C1)NC(C1=CC=C(C=C1)F)=O N-((1S,3r)-3-(4-(2-chlorophenyl)-5-(pyrimidin-4-yl)-4H-1,2,4-triazol-3-yl)cyclobutyl)-4-fluorobenzamide